FC=1C=C2/C(/C(NC2=CC1)=O)=C\1/NC2=CC=CC=C2/C1=N\OCCN1C[C@@H]2C([C@@H]2C1)NC(OC(C)(C)C)=O tert-butyl ((1R,5S,6s)-3-(2-(((E)-((Z)-5'-fluoro-2'-oxo-[2,3'-biindolinylidene]-3-ylidene)amino)oxy)ethyl)-3-azabicyclo[3.1.0]hexan-6-yl)carbamate